4-[3-(2-Hydroxy-4,6-dimethoxyphenyl)-3-oxoprop-1-enyl]benzonitrile OC1=C(C(=CC(=C1)OC)OC)C(C=CC1=CC=C(C#N)C=C1)=O